tert-butyl (R)-7-chloro-2-ethyl-8-fluoro-2,3-dihydropyrido[2,3-f][1,4]oxazepine-4(5H)-carboxylate ClC=1C(=CC2=C(CN(C[C@H](O2)CC)C(=O)OC(C)(C)C)N1)F